1-{[(1S,2S)-2-fluorocyclopropane-1-carbonyl]oxy}pyrrolidine-2,5-dione F[C@@H]1[C@@H](C1)C(=O)ON1C(CCC1=O)=O